CC1=NC=C(C(=O)NC2=CC(=CC=C2)[C@H](C)NC2=CN=C3C(=N2)N(N=C3)C)C=C1C(F)(F)F (S)-6-methyl-N-(3-(1-((1-methyl-1H-pyrazolo[3,4-b]pyrazin-6-yl)amino)ethyl)phenyl)-5-(trifluoromethyl)nicotinamide